3-bromo-2,7-dichloro-pyrido[1,2-a]pyrimidin-4-one BrC1=C(N=C2N(C1=O)C=C(C=C2)Cl)Cl